3-cyclopropyl-2-(4-(1-(3-(2-(5-methyl-[1,1'-biphenyl]-2-yl)-1H-pyrrolo[2,3-b]pyridin-3-yl)propionyl)aziridine-3-yl)piperazine-1-carbonyl)acrylonitrile C1(CC1)C=C(C#N)C(=O)N1CCN(CC1)C1CN1C(CCC1=C(NC2=NC=CC=C21)C2=C(C=C(C=C2)C)C2=CC=CC=C2)=O